tert-butyl 3-(4-(1-(trifluoromethyl)cyclopropyl)phenyl)azetidine-1-carboxylate FC(C1(CC1)C1=CC=C(C=C1)C1CN(C1)C(=O)OC(C)(C)C)(F)F